C12CN(CC(CC1)N2)C2=C1N=C(NC1=NC(=N2)OCC21CCCN1CCC2)OC2=CC(=CC1=CC=CC=C21)O 4-({6-(3,8-diazabicyclo[3.2.1]octan-3-yl)-2-[(tetrahydro-1H-pyrrolizin-7a(5H)-yl)methoxy]-9H-purin-8-yl}oxy)naphthalen-2-ol